FC(C1=C(CO)C(=C(C(=C1C(F)(F)F)C(F)(F)F)C(F)(F)F)C(F)(F)F)(F)F 2,3,4,5,6-penta(trifluoromethyl)benzyl alcohol